9-(biphenyl-4-yloxy)-3,4-dihydropyrido[2,1-c][1,2,4]thiadiazine 2,2-dioxide C1(=CC=C(C=C1)OC1=CC=CN2C1=NS(CC2)(=O)=O)C2=CC=CC=C2